C12CN(CC2C1)C1=CN=CC(=N1)C=1N=NN(C1)C(C)N1C(C=C(C=C1)N1C[C@@H](CCC1)NCC1CC1)=O 1-(1-(4-(6-(3-azabicyclo[3.1.0]hexan-3-yl)pyrazin-2-yl)-1H-1,2,3-triazol-1-yl)ethyl)-4-((R)-3-((cyclopropylmethyl)amino)piperidin-1-Yl)pyridin-2(1H)-one